7-Benzyloxyltetralin-1-one C(C1=CC=CC=C1)OC1=CC=C2CCCC(C2=C1)=O